9,10-difluoro-N-(4-((4-hydroxybenzyl)amino)phenyl)decanamide FC(CCCCCCCC(=O)NC1=CC=C(C=C1)NCC1=CC=C(C=C1)O)CF